OCC(C)O oxylpropan-2-ol